1-(cyclopropylmethyl)-3-[(7R*)-3-cyclopropyl-5-[(2-fluoro-2-methylpropyl)sulfamoyl]-8,9-dihydro-7H-cyclopenta[h]isoquinolin-7-yl]urea C1(CC1)CNC(=O)N[C@@H]1CCC=2C1=CC(=C1C=C(N=CC21)C2CC2)S(NCC(C)(C)F)(=O)=O |o1:8|